p-chlorobenzyl-acetone ClC1=CC=C(CCC(C)=O)C=C1